C(C)(C)(C)C=1C=C(C=C(C1)C)C1=CC=CC=C1 3-tert-butyl-5-methyl-[1,1'-biphenyl]